(trifluoromethoxy)pyridin-3-amine hydrochloride Cl.FC(OC1=NC=CC=C1N)(F)F